FC1=C(CC2=CC(=CN2C)C(=O)N2CCCCC2)C(=CC=C1)F (5-(2,6-difluorobenzyl)-1-methyl-1H-pyrrol-3-yl)(piperidin-1-yl)methanone